tert-butyl N-[[3-[4-bromo-1-(2,2,2-trifluoroethyl)indol-2-yl] isoxazol-5-yl]methyl]carbamate BrC1=C2C=C(N(C2=CC=C1)CC(F)(F)F)C1=NOC(=C1)CNC(OC(C)(C)C)=O